NC1=NC(N(C=C1)[C@@H]1S[C@]([C@H](C1)O)(C)CO)=O 4-amino-1-((2R,4S,5R)-4-hydroxy-5-(hydroxymethyl)-5-methyltetrahydrothiophen-2-yl)pyrimidin-2(1H)-one